S1C=NC2=C1C=C(C=C2)NC2=NC=NC1=CC(=CC(=C21)F)C=2C=NN(C2)C N-(1,3-benzothiazol-6-yl)-5-fluoro-7-(1-methyl-1H-pyrazol-4-yl)quinazolin-4-amine